sodium sulfite lead [Pb+2].S(=O)([O-])[O-].[Na+]